bis(4-aminophenyl)isophthalate NC1=CC=C(C=C1)OC(C1=CC(C(=O)OC2=CC=C(C=C2)N)=CC=C1)=O